ClC=1C=C(C=CC1F)NC(N([C@@H](C)C1=CNC(C2=CC=CC=C12)=O)CCC(=O)N(C)C)=O (S)-3-(3-(3-chloro-4-fluorophenyl)-1-(1-(1-oxo-1,2-dihydroisoquinolin-4-yl)ethyl)ureido)-N,N-dimethylpropionamide